2-bromo-5-(tert-butyl)-N-(4-(tert-butyl)phenyl)-3-(3,6-di-tert-butyl-9H-carbazol-9-yl)aniline BrC1=C(NC2=CC=C(C=C2)C(C)(C)C)C=C(C=C1N1C2=CC=C(C=C2C=2C=C(C=CC12)C(C)(C)C)C(C)(C)C)C(C)(C)C